1-(5-fluoro-2-methoxybenzyl)-3-(4-methoxy-3-(pentyloxy)phenyl)-2-oxohexahydropyrimidine-5-carboxamide FC=1C=CC(=C(CN2C(N(CC(C2)C(=O)N)C2=CC(=C(C=C2)OC)OCCCCC)=O)C1)OC